[Li].ClB chloroboran lithium